Cl.COC1=C(C=C(C(=C1)OC)OC)CC(C)N (2,4,5-trimethoxyphenyl)propan-2-amine hydrochloride